5,6-dihydro-1,4-dioxin O1C=COCC1